ClC=1C(=C(C=CC1F)N(C(OC1=C(C=C(C=C1C(F)(F)F)C(F)(F)F)C=1N=NN(C1)C1CN(C1)S(=O)(=O)C)=O)C([2H])([2H])[2H])F 2-[1-(1-methanesulfonylazetidin-3-yl)-1H-1,2,3-triazol-4-yl]-4,6-bis(trifluoromethyl)phenyl N-(3-chloro-2,4-difluorophenyl)-N-(methyl-d3)carbamate